N-(3-Amino-4-(2-chloro-5-fluorophenoxy)-1-methyl-7-(pyridin-2-ylethynyl)-1H-indazol-5-yl)-3-fluoro-5-(trifluoromethyl)benzamide NC1=NN(C2=C(C=C(C(=C12)OC1=C(C=CC(=C1)F)Cl)NC(C1=CC(=CC(=C1)C(F)(F)F)F)=O)C#CC1=NC=CC=C1)C